CN1C[C@@H](CCC1)NC=1C2=C(C(=NN1)C1=CC=C(C=C1)C(F)(F)F)C=NS2 (R)-N-(1-methylpiperidin-3-yl)-4-(4-(trifluoromethyl)phenyl)isothiazolo[4,5-d]pyridazin-7-amine